Tetraphenylboron sodium salt [B-](C1=CC=CC=C1)(C2=CC=CC=C2)(C3=CC=CC=C3)C4=CC=CC=C4.[Na+]